(4-fluoro-3-methylphenyl)-1,4-dioxaspiro[4.5]decane FC1=C(C=C(C=C1)C1OC2(OC1)CCCCC2)C